C1(=CC=C(C=C1)N1C=NNC1=O)C1=CC=CC=C1 4-([1,1'-biphenyl]-4-yl)-5-oxo-4,5-dihydro-1H-1,2,4-triazole